C(CC)N1C(CCC1)(C(=O)C1=NCCC1)C(=O)OC N-propyl-2-(methoxycarbonyl)-2-(1-pyrroline-2-carbonyl)tetrahydropyrrole